(2S,4S,6S)-2'-chloro-2-ethynyl-6-methyl-1-(2,2,2-trifluoroacetyl)spiro[piperidine-4,7'-thieno[2,3-c]pyran]-4'(5'H)-one ClC1=CC2=C([C@@]3(OCC2=O)C[C@H](N([C@H](C3)C)C(C(F)(F)F)=O)C#C)S1